diphenylsilylbis(methyl-tert-butylcyclopentadienyl)zirconium dichloride [Cl-].[Cl-].C1(=CC=CC=C1)[SiH](C1=CC=CC=C1)[Zr+2](C1(C(=CC=C1)C)C(C)(C)C)C1(C(=CC=C1)C)C(C)(C)C